C(C(=C)CC(=O)OCCCCCC)(=O)OCCCCCC di(n-hexyl) itaconate